OCCN1C(CC2=C(C3=C1N=CC=C3)C=CC=C2)=O 5-(2-hydroxyethyl)-6-oxo-7H-pyrido[2,3-d][3]Benzazepine